3-(Ethyl-(tetrahydro-2H-pyran-4-yl)amino)-5-(1'-isopropylspiro[inden-1,4'-piperidin]-5-yl)-N-((4-methoxy-6-methyl-2-carbonyl-1,2-dihydropyridin-3-yl)methyl)-2-methylbenzamide C(C)N(C=1C(=C(C(=O)NCC=2C(NC(=CC2OC)C)=C=O)C=C(C1)C=1C=C2C=CC3(CCN(CC3)C(C)C)C2=CC1)C)C1CCOCC1